tert-butyl (3R)-4-(6-chloro-2-{[(3R)-1-methylpyrrolidin-3-yl]oxy}pyridin-3-yl)-3-ethylpiperazine-1-carboxylate ClC1=CC=C(C(=N1)O[C@H]1CN(CC1)C)N1[C@@H](CN(CC1)C(=O)OC(C)(C)C)CC